ClC1=C(C(=O)NC2=C3C=NN(C3=CC=C2)C=2C=NC(=CC2)C(F)(F)F)C=C(C=C1)CNC(=O)C1CC1 2-Chloro-5-{[(cyclopropylcarbonyl)amino]methyl}-N-{1-[6-(trifluoromethyl)pyridin-3-yl]-1H-indazol-4-yl}benzamide